6-[(6-bromo-2-pyridinyl)oxymethyl]pyridine-3-carbonitrile BrC1=CC=CC(=N1)OCC1=CC=C(C=N1)C#N